(P)-1-(6-((7R)-4-(1,6-dimethyl-1H-indazol-7-yl)-7-(1,4-dimethyl-1H-pyrazol-5-yl)-3-methyl-5,6,7,8-tetrahydro-2-quinolinyl)-2,6-diazaspiro[3.4]octan-2-yl)-2-propen-1-one CN1N=CC2=CC=C(C(=C12)C1=C(C(=NC=2C[C@@H](CCC12)C1=C(C=NN1C)C)N1CC2(CN(C2)C(C=C)=O)CC1)C)C